bis(thiophenyl) disulfide S1C(=CC=C1)SSC=1SC=CC1